5-(4-(2-(4-chlorophenyl)acetyl)piperazin-1-yl)-3-hydroxypyridine ClC1=CC=C(C=C1)CC(=O)N1CCN(CC1)C=1C=C(C=NC1)O